FC(C1=CC=CC(=N1)CCC(=O)O)F 6-(difluoromethyl)-2-pyridinepropanoic acid